C1(=CC=CC=C1)N(C1=CC2=CC=C(C=C2C=C1)N(C1=CC=CC=C1)C1=CC=CC=C1)C1=CC=CC=C1 N,N,N',N'-tetraphenyl-2,6-naphthalenediamine